nonadecan-10-ol CCCCCCCCCC(CCCCCCCCC)O